C(C)OC(=O)C1=C(C(=NN1C(C)C)O[Si](C)(C)C(C)(C)C)C ((tert-butyldimethylsilyl)oxy)-1-isopropyl-4-methyl-1H-pyrazole-5-carboxylic acid ethyl ester